C1(CC1)OC1=C(C=CC(=N1)C(=O)N[C@H](C(=O)OCC)CCC(=O)OCC)[N+](=O)[O-] 1,5-diethyl (2S)-2-[(6-cyclopropoxy-5-nitropyridin-2-yl)formamido]pentanedioate